2-Methoxy-2-methylpropane COC(C)(C)C